ClC1=CC=C(C=C1)N1CCN(CC1)CC1=CC=C(CNC2=C3C(N(C(C3=CC=C2)=O)C2C(NC(CC2)=O)=O)=O)C=C1 4-(4-((4-(4-chlorophenyl)piperazin-1-yl)methyl)benzylamino)-2-(2,6-dioxopiperidin-3-yl)isoindoline-1,3-dione